1,3,5-oxadiazine O1CN=CN=C1